C(C)N(CC)C=1C(=C(C(=CC1)F)S(=O)(=O)N)F (diethylamino)-2,6-difluorobenzenesulfonamide